CC(CN)C1=CC=CC=C1 (+)-β-Methylphenethylamine